N-((2-methylpyridin-3-yl)methyl)-4-(1-propionylindolin-5-yl)benzamide Cyclobutyl-(3-amino-5-(1-cyclopropyl-1H-pyrazol-4-yl)phenyl)carbamate C1(CCC1)N(C(O)=O)C1=CC(=CC(=C1)C=1C=NN(C1)C1CC1)N.CC1=NC=CC=C1CNC(C1=CC=C(C=C1)C=1C=C2CCN(C2=CC1)C(CC)=O)=O